B(C1=CC(=C(C=C1)C)NC(=O)OC(C)(C)C)(O)O (3-BOC-AMINO-4-METHYLPHENYL)BORONIC ACID